NC1CCN(CC1)C1=CN=C(C(=N1)C1=CC(=C(C#N)C=C1)F)C=1C=CC2=CN(N=C2C1)C 4-[6-(4-aminopiperidin-1-yl)-3-(2-methyl-2H-indazol-6-yl)pyrazin-2-yl]-2-fluorobenzonitrile